N[C@@H]1C[C@H](CC1)NC1=C2C(=NC=3N1N=CC3Br)C3(CCCC3)[C@@H](C2)CO ((R)-8-(((1S,3S)-3-aminocyclopentyl)amino)-3-bromo-6,7-dihydrospiro[cyclopenta[d]pyrazolo[1,5-a]pyrimidine-5,1'-cyclopentane]-6-yl)methanol